OC=1C=C2C(C=COC2=C(C1)O)=O 6,8-dihydroxychromone